(4Z)-4-(Quinoxalin-6-ylmethylene)-2-(tetrahydropyran-4-ylmethylamino)-1H-imidazol-5-one N1=CC=NC2=CC(=CC=C12)\C=C\1/N=C(NC1=O)NCC1CCOCC1